(R)-(6-((1-ethyl-1H-pyrazol-5-yl)sulfonyl)-1-(4-fluorophenyl)-4,4a,5,6,7,8-hexahydro-1H-pyrazolo[3,4-g]isoquinolin-4a-yl)(pyridin-2-yl)methanone C(C)N1N=CC=C1S(=O)(=O)N1C[C@]2(CC3=C(C=C2CC1)N(N=C3)C3=CC=C(C=C3)F)C(=O)C3=NC=CC=C3